FC1=C(C=CC(=C1)F)C(=O)N1CCC2(C(N3[C@H](O2)CC[C@H]3C3=CC(=CC=C3)F)=O)CC1 (5'S,7a'R)-1-(2,4-difluorobenzene-1-carbonyl)-5'-(3-fluoro-phenyl)tetrahydro-3'H-spiro[piperidine-4,2'-pyrrolo[2,1-b][1,3]oxazol]-3'-one